(R)-8-methoxy-3,5-dimethyl-7-(p-tolyl)isochroman-1-one COC=1C(=CC(=C2C[C@H](OC(C12)=O)C)C)C1=CC=C(C=C1)C